S1C(=NC2=C1C=CC=C2)C2=CC=C(C=C2)NC(CC)=O N-(4-benzothiazol-2-yl-phenyl)-propionamide